(S)-1-(3-((4-(4-(trifluoromethyl)phenyl)phthalazin-1-yl)amino)pyrrolidin-1-yl)prop-2-yn-1-one FC(C1=CC=C(C=C1)C1=NN=C(C2=CC=CC=C12)N[C@@H]1CN(CC1)C(C#C)=O)(F)F